(cis-cyclopentane-1,3-diyl)dimethanol [C@H]1(C[C@@H](CC1)CO)CO